C1(CCCCC1)N1N=C(C=2C1=NC(=NC2)NC=2C(=CC=1N(C2)N=CN1)C)C 1-cyclohexyl-3-methyl-N-[7-methyl-[1,2,4]triazolo[1,5-a]pyridin-6-yl]pyrazolo[3,4-d]pyrimidin-6-amine